FC(C=1C=C(C=C(C1)C(F)(F)F)NC(C1=CC(=C(C=C1)C(F)(F)F)F)=O)(F)F N-(3,5-Bis-Trifluoromethyl-Phenyl)-3-Fluoro-4-Trifluoromethyl-Benzamide